C1(CC1)CN1C(=C(C2=CC(=CC(=C12)C=1C(=NC(=CC1)C)CC)C(=O)N1CCN(CC1)C1CC1)F)C=1CN(CCC1)C(=O)OC(C)(C)C 1-Tert-butyl 3-(1-(cyclopropylmethyl)-5-(4-cyclopropylpiperazine-1-carbonyl)-7-(2-ethyl-6-methylpyridin-3-yl)-3-fluoro-1H-indol-2-yl)-5,6-dihydropyridine-1(2H)-carboxylate